((1R,5S,6s)-6-((4-(2-aminopropan-2-yl)-6-(4-fluorophenyl)pyridin-2-yl)oxy)-3-azabicyclo[3.1.0]hexan-3-yl)(2-(pyrimidin-2-yl)-4-(trifluoromethyl)thiazol-5-yl)methanone NC(C)(C)C1=CC(=NC(=C1)C1=CC=C(C=C1)F)OC1[C@@H]2CN(C[C@H]12)C(=O)C1=C(N=C(S1)C1=NC=CC=N1)C(F)(F)F